N-(6-amino-5-methyl-3-pyridyl)-2-[(2S,5S)-2-(3,4-difluorophenyl)-4,4-difluoro-5-methyl-1-piperidyl]-2-oxo-acetamide NC1=C(C=C(C=N1)NC(C(=O)N1[C@@H](CC([C@H](C1)C)(F)F)C1=CC(=C(C=C1)F)F)=O)C